C12(CCC(CC1)CC2)COC=2C=CC(=NC2)[C@H](C)N (S)-1-(5-(bicyclo[2.2.2]oct-1-ylmethoxy)pyridin-2-yl)ethan-1-amine